COC1=C(CN(S(=O)(=O)C=2C=C(C=CC2OC)C2(CCOCC2)C(=O)OC)CC2=C(C=C(C=C2)OC)OC)C=CC(=C1)OC methyl 4-(3-(N,N-bis(2,4-dimethoxybenzyl)sulfamoyl)-4-methoxyphenyl)tetrahydro-2H-pyran-4-carboxylate